ethyl 2-(1-benzyl-4-piperidylidene)-2-cyano-acetate C(C1=CC=CC=C1)N1CCC(CC1)=C(C(=O)OCC)C#N